N-butyl-3-chloropyridinamide C(CCC)NC(=O)C1=NC=CC=C1Cl